OC1(CN(CC1)C(=O)OC(C)(C)C)C#CC1=CC=C(C=C1)C(F)(F)F tert-butyl 3-hydroxy-3-{2-[4-(trifluoromethyl)phenyl]ethynyl}pyrrolidine-1-carboxylate